4-(4-Cyclopropyl-6-(ethyl-(isopropyl)amino)pyridinylamino)-2-methylbenzoic acid C1(CC1)C1=CC(=NC(=C1)N(C(C)C)CC)NC1=CC(=C(C(=O)O)C=C1)C